ClC=1C=NC(=NC1)N1CC2CCC(C1)O2 3-(5-chloropyrimidin-2-yl)-8-oxa-3-azabicyclo[3.2.1]octane